C(C)(C)OC=1C(=CC(=NC1)C1=NSC(=N1)NC1=NC=CC=C1S(=O)(=O)N(C)C)C(F)(F)F 2-(3-(5-isopropoxy-4-(trifluoromethyl)pyridin-2-yl)-1,2,4-thiadiazol-5-ylamino)-N,N-dimethyl-pyridine-3-sulfonamide